N1C=NC=C1\C=C\1/C(NC2=CC=C(C=C12)C1=NC(=CN=C1)NC1CC1)=O (Z)-3-((1H-imidazol-5-yl)methylene)-5-(6-(cyclopropylamino)pyrazin-2-yl)indolin-2-one